OC1=CC=C(C=2C=CC=NC12)C=1C=2C=CC=NC2C(=CC1)O 8,8'-dihydroxy-5,5'-biquinolyl